BrC1=C(C(N(C=C1)C(C)C)=O)OC1=C(C=C(C=C1C)F)C 4-bromo-3-(4-fluoro-2,6-dimethylphenoxy)-1-isopropylpyridin-2(1H)-one